(vinyloxy)butanol C(=C)OC(CCC)O